(1S,4S)-2-[5-(trifluoromethyl)pyrimidin-2-yl]-2,5-diazabicyclo[2.2.1]heptane FC(C=1C=NC(=NC1)N1[C@@H]2CN[C@H](C1)C2)(F)F